1-(4-chloro-3-fluorophenyl)-3-ethyl-3-methyl-2,3-dihydro-1H-pyrrolo[3,2-b]pyridine-5-carboxamide ClC1=C(C=C(C=C1)N1CC(C2=NC(=CC=C21)C(=O)N)(C)CC)F